FC(C1=CC(=C(C=C1)C1CCC12NNCC(=C2)C(=O)N)C2=NC=NC(=C2)C(F)(F)F)(F)F [4-(trifluoromethyl)-2-[6-(trifluoromethyl)pyrimidin-4-yl]phenyl]-5,6-diazaspiro[3.5]non-8-ene-8-carboxamide